BrC=1C=C2C=NNC2=C(C1)C(F)(F)F 5-bromo-7-(trifluoromethyl)-1H-indazole